COCOC=1C=C(C=O)C=CC1 3-(METHOXYMETHOXY)BENZALDEHYDE